FC1=CC(=CC2=CN(N=C12)C)C1=CC2=C(N=C(S2)C2CCN(CC2)C(=O)OC(C)(C)C)S1 Tert-butyl 4-[5-(7-fluoro-2-methylindazol-5-yl)thieno[2,3-d][1,3]thiazol-2-yl]piperidine-1-carboxylate